N-(5-(2-(((1r,4r)-4-(dimethylamino)cyclohexyl)amino)-8-isopropyl-7-oxo-7,8-dihydropyrido[2,3-d]-pyrimidin-6-yl)-3-fluoropyridin-2-yl)-3,3,3-trifluoropropane-1-sulfonamide CN(C1CCC(CC1)NC=1N=CC2=C(N1)N(C(C(=C2)C=2C=C(C(=NC2)NS(=O)(=O)CCC(F)(F)F)F)=O)C(C)C)C